COC1=CC=C(C=C1)CN(C(=S)NC(=O)C1=NC2=C(N1)C=CC=C2)CC2=CC=C(C=C2)OC N-[bis[(4-methoxyphenyl)methyl]carbamothioyl]-1H-benzimidazole-2-carboxamide